5-(4-(Morpholin-2-ylmethoxy)phenyl)-2-oxo-6-(trifluoromethyl)-1,2-dihydropyridin-3-carboxamide N1CC(OCC1)COC1=CC=C(C=C1)C=1C=C(C(NC1C(F)(F)F)=O)C(=O)N